2-sec-butyl-1,4-dichlorobenzene C(C)(CC)C1=C(C=CC(=C1)Cl)Cl